CC(=CCC/C(=C/CC/C(=C/COP(=O)([O-])OP(=O)([O-])OP(=O)([O-])[O-])/C)/C)C The molecule is the organophosphate oxoanion that is the tetra-anion arising from deprotonation of all four free triphosphate OH groups of farnesyl triphosphate. It is a conjugate base of a farnesyl triphosphate(3-).